ClC1=NC=C(C(=C1)C1=C(C=NC(=C1)C)C(=O)NC=1SC=2N=CN=CC2N1)OC 2'-chloro-5'-methoxy-6-methyl-N-{[1,3]thiazolo[5,4-d]pyrimidin-2-yl}-[4,4'-bipyridine]-3-carboxamide